2-((3-(2-cyclopentylethoxy)-4-(4-methylpiperazin-1-yl)phenyl)amino)-5-ethynyl-8-methylpyrido[2,3-d]pyrimidin-7(8H)-one C1(CCCC1)CCOC=1C=C(C=CC1N1CCN(CC1)C)NC=1N=CC2=C(N1)N(C(C=C2C#C)=O)C